5-chloro-2-(2-fluoro-4-pyridinyl)-4-[[(3R)-3-piperidinyl]oxy]-1H-pyrimidin-6-one ClC1=C(N=C(NC1=O)C1=CC(=NC=C1)F)O[C@H]1CNCCC1